Cl.ClC=1C=C(C=CC1Cl)C1=CC=C(C=C1)NC([C@H](CCCC)NC)=O (S)-N-(3',4'-dichloro-[1,1'-biphenyl]-4-yl)-2-(methylamino)hexanamide hydrochloride